[N+](=O)([O-])C=1C=C(C(=NC1)C=1SC=CN1)C(F)(F)F (5-nitro-3-(trifluoromethyl)pyridin-2-yl)thiazole